N-(5-(cis-3-(6-(trifluoromethyl)pyridin-3-yl)cyclobutoxy)-1H-indol-3-yl)benzamide FC(C1=CC=C(C=N1)[C@H]1C[C@H](C1)OC=1C=C2C(=CNC2=CC1)NC(C1=CC=CC=C1)=O)(F)F